4-(2-chloro-5-fluoropyrimidin-4-yl)piperazine-1-carboxylic acid tert-butyl ester C(C)(C)(C)OC(=O)N1CCN(CC1)C1=NC(=NC=C1F)Cl